O1C[C@@H](CCC1)NC(OC1=CC=CC=C1)=O (R)-phenyl (tetrahydro-2H-pyran-3-yl)carbamate